O=C1NC(CCC1N1C(C2=CC=CC(=C2C1=O)N(CCC1CCN(CC1)C(=O)OC(C)(C)C)CCCC=O)=O)=O tert-butyl 4-(2-((2-(2,6-dioxopiperidin-3-yl)-1,3-dioxoisoindolin-4-yl)(4-oxobutyl) amino)ethyl)piperidine-1-carboxylate